N-isopropyl-N-(2-(piperazin-1-yl)ethyl)-propan-2-amine C(C)(C)N(C(C)C)CCN1CCNCC1